C(C)(C)N1N=C(C=C1)C=1C(=C2C(=NC(=NN2C1)C=1N(C=CN1)C)NC1=NC(=CC=C1)OC)C1=CC=CC=C1 6-(1-isopropyl-1H-pyrazol-3-yl)-N-(6-methoxypyridin-2-yl)-2-(1-methyl-1H-imidazol-2-yl)-5-phenylpyrrolo[2,1-f][1,2,4]triazin-4-amine